6,6-dimethyl-6,7,8,15-tetrahydropyrazino[1'',2'':1',2']pyrimido[4',5':3,4]pyrido[1,2-a]indol-5-ium 2,2,2-trifluoroacetate FC(C(=O)[O-])(F)F.CC1([N+]2=C(NC3=C1CCN1C3=CC=3C=CC=CC13)C=NC=C2)C